ClC1=CC=C(C=C1)[C@@]1(N(C(C2=CC(=CC(=C12)F)C(C=1N=CN(C1)C)(O)C1CC1)=O)CC1=CC=C(C=N1)C#N)O[C@@H]1COCC1 6-{[(1R)-1-(4-chlorophenyl)-5-[cyclopropyl(hydroxy)(1-methyl-1H-imidazol-4-yl)methyl]-7-fluoro-3-oxo-1-[(3S)-oxolan-3-yloxy]-2,3-dihydro-1H-isoindol-2-yl]methyl}pyridine-3-carbonitrile